(7R,8aS)-7-(2,3-dichloro-6-hydroxyphenyl)-hexahydro-[1,3]oxazolo[3,4-a]pyridin-3-one ClC1=C(C(=CC=C1Cl)O)[C@H]1C[C@@H]2N(CC1)C(OC2)=O